N1C=NC2=C1C=C(C=C2)N2C(OC(C2C2=CC=C(C=C2)OCCC)C2=CC=CC=C2)=O 3-(1H-Benzo[d]imidazol-6-yl)-5-phenyl-4-(4-propoxyphenyl)oxazolidin-2-on